2-(((benzyloxy)carbonyl)amino)-2-hydroxyacetic acid C(C1=CC=CC=C1)OC(=O)NC(C(=O)O)O